C(C)(=O)N[C@H]1CN(CC1)C1=CC2=C(N=C(N=C2N[C@H](C)C=2C=C(C(=O)O)C=CC2)C)C=N1 3-[(1R)-1-({6-[(3R)-3-acetamidopyrrolidin-1-yl]-2-methylpyrido[3,4-d]pyrimidin-4-yl}amino)ethyl]benzoic acid